O1C(=CC=C1)C(=O)O anti-furoic acid